C(C)(C)(C)N(C(O)=O)[C@H](CO[Si](C)(C)C(C)(C)C)CC(S(=O)(=O)C1=CC=CC=C1)(F)F.C(=C)C[SiH](O[SiH](C)C)O[SiH](C)C vinylmethyldi(dimethylsiloxy)silane tert-butyl-(S)-(1-((tert-butyldimethylsilyl)oxy)-4,4-difluoro-4-(phenylsulfonyl)butan-2-yl)carbamate